Cl.FC1=CC(=CC2=CN(N=C12)C)NC(=O)C1=CC=C(C2=CN(N=C12)C)N1CCNCC1 N-(7-fluoro-2-methylindazol-5-yl)-2-methyl-4-(piperazin-1-yl)indazole-7-carboxamide hydrochloride